FC(C=1C(=C(C=C(C1)CC(C)C)N1CC(N(CC1)CC=1N=NC=CC1)C)C=1N=NNN1)F 3-((4-(3-(difluoromethyl)-5-isobutyl-2-(2H-tetrazol-5-yl)phenyl)-2-methylpiperazin-1-yl)methyl)pyridazine